C(C=C)OC1=CC=C(C(=C1[C@@H]1CC2=NN=C(N2C1)C1CNCC1)Cl)Cl (S)-6-(6-(allyloxy)-2,3-dichlorophenyl)-3-(pyrrolidin-3-yl)-6,7-dihydro-5H-pyrrolo[2,1-c][1,2,4]triazole